ClC=1N=C(C2=C(N1)N(N=N2)[C@H](C)C2=C(C=C(C=C2)F)F)C (R)-5-chloro-3-(1-(2,4-difluorophenyl)ethyl)-7-methyl-3H-[1,2,3]triazolo[4,5-d]pyrimidine